ClC=1C=2N(C=C(C1)C1(CN(C1)[C@H](CCC1OCCO1)C(C)C)O)C(=NC2)C 3-{8-chloro-3-methylimidazo[1,5-a]pyridin-6-yl}-1-[(3R)-1-(1,3-dioxolan-2-yl)-4-methylpentan-3-yl]azetidin-3-ol